methyl 5-(2-bromoethoxy)-3-fluoro-2-methyl-benzoate BrCCOC=1C=C(C(=C(C(=O)OC)C1)C)F